vinyl-phenylketone C(=C)C(=O)C1=CC=CC=C1